C(N)(=N)C=1C=C(SC1)CNC(=O)[C@H]1N(CC2(OCCO2)C1)C(CNC(=O)C1=CC=C(C=C1)C1=C(C=C(C=C1)S(=O)(=O)C)F)=O (S)-N-((4-carbamimidoylthiophen-2-yl)methyl)-7-((2'-fluoro-4'-(methylsulfonyl)-[1,1'-biphenyl]-4-carbonyl)glycyl)-1,4-dioxa-7-azaspiro[4.4]nonane-8-carboxamide